(1S,3S)-5'-(4-fluoro-3-methylphenyl)-9'-hydroxy-3',3'-dimethyl-4',5'-dihydro-3'H-spiro[cyclobutane-1,1'-pyrano[4,3-b]indole]-3-carboxylic acid FC1=C(C=C(C=C1)N1C2=C(C=3C(=CC=CC13)O)C1(OC(C2)(C)C)CC(C1)C(=O)O)C